NC=1SC(=CN1)C(=O)N[C@@H](C(=O)N[C@@H]1B(OC2=C(C1)C=CC=C2C(=O)O)O)C2=CC=C(C=C2)P(=O)(O)O (R)-3-((R)-2-(2-aminothiazole-5-carboxamido)-2-(4-phosphonophenyl)acetamido)-2-hydroxy-3,4-dihydro-2H-benzo[e][1,2]oxaborinine-8-carboxylic acid